ClC1=NC=C(C(=N1)OC1CC1)C(=O)NC1=C(C=CC=C1Cl)Cl 2-chloro-4-cyclopropoxy-N-(2,6-dichlorophenyl)pyrimidine-5-carboxamide